ClC1=CC(=C2C=C(NC2=C1F)C(=O)N[C@H](C(=O)N[C@@H](C[C@H]1C(NC(C1)(C)C)=O)C#N)CC1CC1)OC 6-chloro-N-((S)-1-(((S)-1-cyano-2-((R)-5,5-dimethyl-2-oxopyrrolidin-3-yl)ethyl)amino)-3-cyclopropyl-1-oxopropan-2-yl)-7-fluoro-4-methoxy-1H-indole-2-carboxamide